BrC1=NC(=CC=C1)OCC1=C(C=C(C=C1)Cl)OC 2-bromo-6-((4-chloro-2-methoxybenzyl)oxy)pyridine